tert-butyl 3-([([(9H-fluorene-9-yl)methoxy]carbonyl)(cyclopropyl) amino]methyl)azetidine-1-carboxylate C1=CC=CC=2C3=CC=CC=C3C(C12)COC(=O)N(C1CC1)CC1CN(C1)C(=O)OC(C)(C)C